OC(CN(CCCCC(=O)OCCN1CCN(CC1)CCSSCCCN(CC(CCCCC(=O)OCCCC)O)CC(CCCCC(=O)OCCCC)O)CC(CCCCC(OC(C)C)=O)O)CCCCC(=O)OC(C)C Dibutyl 7,7'-((3-((2-(4-(2-((5-(bis(2-hydroxy-7-isopropoxy-7-oxoheptyl)amino)-pentanoyl)oxy)ethyl)piperazin-1-yl)ethyl)disulfaneyl)propyl)azanediyl)bis(6-hydroxyheptanoate)